4-(2,5-dichlorothiophen-3-yl)-4-oxobutanoic acid ClC=1SC(=CC1C(CCC(=O)O)=O)Cl